6-nitrobenzo[d][1,3]dioxin-5-carbaldehyde [N+](=O)([O-])C1=C(C2=C(OCOC2)C=C1)C=O